C(C)(C)(C)OC(=O)N1[C@H](CC(CC1)=O)C(=O)[O-].C(C)(C)(C)[NH3+] tert-butylammonium (2R)-1-(tert-butoxycarbonyl)-4-oxopiperidine-2-carboxylate